(4-(trifluoromethyl)benzyl)-9H-pyrido[2,3-b]indole FC(C1=CC=C(CC=2C=CC3=C(NC4=CC=CC=C34)N2)C=C1)(F)F